(1s,2s)-N-(6-(2,4-dimethylphenyl)imidazo[1,2-a]pyridin-2-yl)-2-fluorocyclopropane-1-carboxamide CC1=C(C=CC(=C1)C)C=1C=CC=2N(C1)C=C(N2)NC(=O)[C@H]2[C@H](C2)F